N-benzyl-3-[8-(morpholin-4-yl)-1,5-naphthyridin-2-yl]benzene-1-sulfonamide C(C1=CC=CC=C1)NS(=O)(=O)C1=CC(=CC=C1)C1=NC2=C(C=CN=C2C=C1)N1CCOCC1